OCCOC1=CC=C(C(=O)C2=CC=C(C=C2)/C=C/C(=O)C2=CC=CC=C2)C=C1 (E)-3-[4-[4-(2-Hydroxyethoxy)benzoyl]phenyl]-1-phenylprop-2-en-1-one